(R)-5-(4-cyclohexylphenyl)-3-(3-(fluoromethyl)azetidine-1-carbonyl)-2-(morpholin-2-yl)pyrazolo[1,5-a]pyrimidin-7(4H)-one C1(CCCCC1)C1=CC=C(C=C1)C=1NC=2N(C(C1)=O)N=C(C2C(=O)N2CC(C2)CF)[C@H]2CNCCO2